3-methoxynaphthalen-1-yl trifluoromethanesulfonate FC(S(=O)(=O)OC1=CC(=CC2=CC=CC=C12)OC)(F)F